NC(C)C=1C=C(C=C2C(N(C(=NC12)N1CCC(CC1)(C)C)C)=O)C 8-(1-aminoethyl)-2-(4,4-dimethylpiperidin-1-yl)-3,6-dimethylquinazolin-4-one